1-(5-(3-chloroimidazo[1,2-a]pyrimidin-6-yl)pyrrolo[2,1-f][1,2,4]triazin-2-yl)-N4,N4-dimethylcyclohexane-1,4-diamine ClC1=CN=C2N1C=C(C=N2)C=2C=CN1N=C(N=CC12)C1(CCC(CC1)N(C)C)N